(S)-N1-(5-methyl-4-oxo-7-(pyridin-3-ylethynyl)-2,3,4,5-tetrahydrobenzo[b][1,4]oxazepin-3-yl)-N2-phenethyloxalamide CN1C2=C(OC[C@@H](C1=O)NC(C(=O)NCCC1=CC=CC=C1)=O)C=CC(=C2)C#CC=2C=NC=CC2